2-hydroxymethylcyclobutan-1-ol OCC1C(CC1)O